OC1=CC(=CC=2C(C3=CC(=CC=C3C(C12)=O)O)=O)C 1,6-dihydroxy-3-methylanthraquinone